Cl.CC1=CC=C(O[C@@H]2C[C@H](C2)NC(=O)[C@@H]2CNC[C@H]2C2=CC=CC=C2)C=C1 |r| (±)-trans-N-[trans-3-(4-methylphenoxy)cyclobutyl]-4-phenylpyrrolidine-3-carboxamide hydrochloride